tert-butyl ((5-((4-((2-aminoethyl)sulfonyl)phenyl)sulfonyl)thiophen-2-yl)methyl)carbamate NCCS(=O)(=O)C1=CC=C(C=C1)S(=O)(=O)C1=CC=C(S1)CNC(OC(C)(C)C)=O